5-(3,3-diaminopiperazin-1-yl)-2,3-dihydro-1,4-benzodioxine NC1(CN(CCN1)C1=CC=CC=2OCCOC21)N